2-[(4-methoxyphenyl)methyl]morpholine COC1=CC=C(C=C1)CC1CNCCO1